C1(=C(C(=CC2=CC3=CC=CC=C3C=C12)S(=O)(=O)[O-])S(=O)(=O)[O-])S(=O)(=O)[O-].[Li+].[Li+].[Li+] lithium anthracenetrisulfonate